(R)-1-(6-(4-chlorophenoxy)pyridin-2-yl)-N-((1R,2R)-1-(8-fluoro-2,3-dihydrobenzo[b][1,4]dioxin-6-yl)-1-hydroxy-3-(pyrrolidin-1-yl)propan-2-yl)pyrrolidine-3-carboxamide ClC1=CC=C(OC2=CC=CC(=N2)N2C[C@@H](CC2)C(=O)N[C@@H]([C@H](O)C2=CC3=C(OCCO3)C(=C2)F)CN2CCCC2)C=C1